9-(piperidin-4-yl)-3,9-diazaspiro[5.5]undecane-3-carboxylic acid tert-butyl ester C(C)(C)(C)OC(=O)N1CCC2(CC1)CCN(CC2)C2CCNCC2